ClC=1C=NC(=C(C#N)C1)NC1=C(C=C(C=C1)F)C(C)C 5-chloro-2-((4-fluoro-2-isopropylphenyl)amino)nicotinonitrile